3-oxo-3-[1-(trifluoromethyl)cyclopropyl]propanoic acid ethyl ester C(C)OC(CC(C1(CC1)C(F)(F)F)=O)=O